CC12CC3(CC(C4=C(C(C1)C3)C=CC=C4)C2)NC(CC2CCNCC2)=O N-(9-methyl-5,6,8,9,10,11-hexahydro-7H-5,9:7,11-dimethanobenzo[9]annulen-7-yl)-2-(piperidin-4-yl)acetamide